4-(3-chloro-2-fluoro-6-methoxyphenyl)-N-(5-(2-(1,3-dioxoisoindolin-2-yl)ethoxy)-1,3,4-thiadiazol-2-yl)-6-methylnicotinamide ClC=1C(=C(C(=CC1)OC)C1=CC(=NC=C1C(=O)NC=1SC(=NN1)OCCN1C(C2=CC=CC=C2C1=O)=O)C)F